(2R,3R,4R,5R,6R)-2-(acetoxymethyl)-6-((3-(tert-butyl)isoxazol-5-yl)methyl)-4-(4-(3,4,5-trifluorophenyl)-1H-1,2,3-triazol-1-yl)tetrahydro-2H-pyran-3,5-diyl diacetate C(C)(=O)O[C@H]1[C@H](O[C@@H]([C@@H]([C@H]1N1N=NC(=C1)C1=CC(=C(C(=C1)F)F)F)OC(C)=O)CC1=CC(=NO1)C(C)(C)C)COC(C)=O